CC1=C(C(=CC(=C1)C)C)S(=O)O 2,4,6-trimethylbenzenesulfinic acid